N-(3-(hydroxy)-6-oxo-6H-benzo[c]chromen-8-yl)-2-morpholinoacetamide OC1=CC=C2C3=C(C(OC2=C1)=O)C=C(C=C3)NC(CN3CCOCC3)=O